2-[6-(2-amino-1-hydroxy-ethyl)-3-fluoro-2-(4-fluorophenyl)-4-pyridyl]propan-2-ol NCC(O)C1=CC(=C(C(=N1)C1=CC=C(C=C1)F)F)C(C)(C)O